BrCCOC1=NOC(=C1)C(C(=O)N1[C@@H](C[C@H](C1)O)C(=O)N[C@@H](C)C1=CC=C(C=C1)C1=C(N=CS1)C)C(C)C (2S,4R)-1-[2-[3-(2-bromoethoxy)-1,2-oxazol-5-yl]-3-methylbutanoyl]-4-hydroxy-N-[(1S)-1-[4-(4-methyl-1,3-thiazol-5-yl)phenyl]ethyl]pyrrolidine-2-carboxamide